CNC=1SC2=C(N1)C=C(C=C2)C2=NCC(CC2)C N-methyl-5-(5-methyl-3,4,5,6-tetrahydropyridin-2-yl)benzo[d]thiazol-2-amine